6-chloro-7-(naphthalen-1-ylmethyl)-5-oxo-1-phenethyl-8-(3-(trifluoromethyl)phenyl)-1,2,3,5-tetrahydroimidazo[1,2-a]pyridine ClC1=C(C(=C2N(C1=O)CCN2CCC2=CC=CC=C2)C2=CC(=CC=C2)C(F)(F)F)CC2=CC=CC1=CC=CC=C21